6-(1-propenylpiperidin-4-yl)-4-((4-phenoxyphenyl)amino)isoindolin-1-one C(=CC)N1CCC(CC1)C1=CC(=C2CNC(C2=C1)=O)NC1=CC=C(C=C1)OC1=CC=CC=C1